(4-(1,1,1,3,3,3-hexafluoro-2-hydroxypropan-2-yl)phenyl)-2-oxo-1,2-dihydropyridine-4-carbaldehyde FC(C(C(F)(F)F)(O)C1=CC=C(C=C1)N1C(C=C(C=C1)C=O)=O)(F)F